4-Ethyl-Caproic Acid C(C)C(CCC(=O)O)CC